NCC1CN(C1)C1=C(C=NC2=CC=C(C=C12)C=1C(=C(C#N)C=CC1)O)C1=CC(=CC(=C1)C)F 3-{4-[3-(aminomethyl)azetidin-1-yl]-3-(3-fluoro-5-methylphenyl)quinolin-6-yl}-2-hydroxybenzonitrile